6-methyl-N-(7-{8-methyl-2H,3H-[1,4]dioxino[2,3-b]pyridin-7-yl}-5H,6H,7H,8H-pyrido[3,4-d]pyrimidin-2-yl)-5,6,7,8-tetrahydro-1,6-naphthyridin-3-amine CN1CC=2C=C(C=NC2CC1)NC=1N=CC2=C(N1)CN(CC2)C=2C(=C1C(=NC2)OCCO1)C